N1(CCCCC1)C(=O)OCCOCC1(CCC(CC1)N1N=C2C=C(C(=CC2=C1)[N+](=O)[O-])OC)OCSC (2-(((1S,4S)-4-(6-methoxy-5-nitro-2H-indazol-2-yl)-1-((methylthio) methoxy) cyclohexyl) methoxy) ethyl) piperidine-1-carboxylate